C1(CC1)C=1OC(=NN1)C1=C2C=CC=NC2=C(C=C1)C1=C(C=CC(=C1)C=1C2=C(N=NC1)N(C=N2)CC)F 2-Cyclopropyl-5-(8-(5-(7-ethyl-7H-imidazo[4,5-c]pyridazin-4-yl)-2-fluorophenyl)quinolin-5-yl)-1,3,4-oxadiazole